FC1=CC=C(C=C1)C1=CC2C(CN(C2)C(=O)C2=CC=C(C=C2)C2(COC2)O)C1 (5-(4-fluorophenyl)-3,3a,6,6a-tetrahydrocyclopenta[c]pyrrol-2(1H)-yl)(4-(3-hydroxyoxetan-3-yl)phenyl)methanone